3,5-di-tert-butylphenyl-magnesium bromide C(C)(C)(C)C=1C=C(C=C(C1)C(C)(C)C)[Mg]Br